5-bromo-3-(ethylsulfanyl)-2-(tributylstannyl)pyridine BrC=1C=C(C(=NC1)[Sn](CCCC)(CCCC)CCCC)SCC